CC1=NC2=CC=CC=C2C(=N1)CCC1=CC(=C(C(=C1)OC)OC)OC 2-methyl-4-(3,4,5-trimethoxyphenethyl)quinazoline